methyl (2R)-3-(4-amino-3,5-dibromophenyl)-2-(benzyloxycarbonylamino)propanoate NC1=C(C=C(C=C1Br)C[C@H](C(=O)OC)NC(=O)OCC1=CC=CC=C1)Br